2-(N-TriaContanoylamino)-1,3,4-octanetriol C(CCCCCCCCCCCCCCCCCCCCCCCCCCCCC)(=O)NC(CO)C(C(CCCC)O)O